OC1=C(C2=CC3=CC=CC=C3C=C2C=C1)C1=C(C=CC2=CC3=CC=CC=C3C=C12)O 2,2'-dihydroxy-1,1'-bianthracene